methyl N-[5-[2-[(4-fluoro-3-methoxy-phenyl)-methyl-carbamoyl]-6-methyl-purin-9-yl]-2-pyridyl]carbamate FC1=C(C=C(C=C1)N(C(=O)C1=NC(=C2N=CN(C2=N1)C=1C=CC(=NC1)NC(OC)=O)C)C)OC